CN(C)C/C=C/C(=O)NC1=CC=C(C=C1)C(=O)N2CCC[C@H](C2)NC3=NC=C(C(=N3)C4=CNC5=CC=CC=C54)Cl The molecule is a member of the class of indoles that is 5-chloro-4-(1H-indol-3-yl)-N-[(3R)-piperidin-3-yl]pyrimidin-2-amine in which the piperidine NH group is substituted by a 4-{[(2E)-4-(dimethylamino)but-2-enoyl]amino}benzoyl group. It is a first-in-class CDK12 and CDK13 covalent kinase inhibitor with IC50 of 158 nM and 69 nM, respectively. It has a role as an apoptosis inducer, an antineoplastic agent and an EC 2.7.11.22 (cyclin-dependent kinase) inhibitor. It is a member of indoles, an organochlorine compound, a N-acylpiperidine, an aminopyrimidine, an enamide, a secondary carboxamide and a secondary amino compound.